N6-benzoyl-7-deaza-2'-O,4'-C-methyleneadenosine C(C1=CC=CC=C1)(=O)NC=1C=2C=CN([C@H]3[C@@H]4OC[C@]([C@H]4O)(CO)O3)C2N=CN1